C(C)C1=CC=C(C=C1)C(=O)N1CC2=C(NC=3C=CC(=CC23)C2=CC=CC=C2)CC1 (4-ethylphenyl)(8-phenyl-1,3,4,5-tetrahydro-2H-pyrido[4,3-b]indol-2-yl)methanone